1-(2-methoxybenzyl)-2-(4-(trifluoromethyl)phenyl)-1H-imidazole-5-carbonitrile COC1=C(CN2C(=NC=C2C#N)C2=CC=C(C=C2)C(F)(F)F)C=CC=C1